1-(3,3-Dimethyl-2,3-dihydro-1H-pyrrolo[3,2-c]pyridin-6-yl)-pyrrolidin-2-one hydrochloride salt Cl.CC1(CNC2=C1C=NC(=C2)N2C(CCC2)=O)C